FC(C=1C(=C(C=CC1)[C@@H](C)NC(=O)C=1C=2N(N=C(C1)N1CCC(CC1)=O)C[C@H](N2)C)F)F (R)-N-((R)-1-(3-(difluoromethyl)-2-fluorophenyl)ethyl)-2-methyl-6-(4-oxopiperidin-1-yl)-2,3-dihydroimidazo[1,2-b]pyridazine-8-carboxamide